BrC=1C=2N(C=C(C1)S(=O)(=O)N(CC1=CC=C(C=C1)OC)C1(CC1)C#N)C(=CN2)C=O 8-bromo-N-(1-cyanocyclopropyl)-3-formyl-N-(4-methoxybenzyl)imidazo[1,2-a]pyridine-6-sulfonamide